2-(3-fluoro-2-methoxy-5-propylphenyl)-2-((R)-3-((5-(4-methoxy-5,6,7,8-tetrahydro-1,8-naphthyridin-2-yl)pentyl)oxy)pyrrolidin-1-yl)acetic acid FC=1C(=C(C=C(C1)CCC)C(C(=O)O)N1C[C@@H](CC1)OCCCCCC1=NC=2NCCCC2C(=C1)OC)OC